3-Cyclopropyl-4-oxo-4,5,6,7-tetrahydropyrazolo[1,5-a]pyrazine-2-carboxylic acid ethyl ester C(C)OC(=O)C1=NN2C(C(NCC2)=O)=C1C1CC1